C(C1=CC=CC=C1)OC([C@@H](N)CCC(N)=O)=O O-benzyl-glutamine